C(C1=CC=CC=C1)C1=CC2=C(N=C(N=C2)NC2=NC=C(C=C2)S(=O)(=O)C)N(C1=O)C1CCCC1 6-Benzyl-8-cyclopentyl-2-(5-methanesulfonyl-pyridin-2-ylamino)-8H-pyrido[2,3-d]pyrimidin-7-one